FC=1C(=NC=C(C1)C(F)(F)F)C=C1CC2(CN(C2)C(=O)OC(C)(C)C)C1 tert-butyl 6-[[3-fluoro-5-(trifluoromethyl)-2-pyridyl]methylene]-2-azaspiro[3.3]heptane-2-carboxylate